COC1=C(C=CC=C1)[C@H](CN1C(N(C(C2=C1SC(=C2C)C=2OC=CN2)=O)C(C(=O)O)(C)C)=O)OCC2COC2 (R)-2-(1-(2-(2-methoxyphenyl)-2-(oxetan-3-ylmethoxy)ethyl)-5-methyl-6-(oxazol-2-yl)-2,4-dioxo-1,2-dihydrothieno[2,3-d]pyrimidin-3(4H)-yl)-2-methylpropanoic acid